Alpha-(2-oxoborn-3-yliden)-toluen O=C1C2(CCC(C1=CC1=CC=CC=C1)C2(C)C)C